CN1C=CC2=CC=C(C=C12)NC1=NC(=NC(=C1)C1=CC=CC=C1)C1CCNCC1 1-methyl-N-(6-phenyl-2-(piperidin-4-yl)pyrimidin-4-yl)-1H-indol-6-amine